2-oxo-1,2,5,6-tetrahydropyridin-3-thiocarboxamide O=C1NCCC=C1C(N)=S